NC(C(C)C=1C(=C(C(=NC1C)Cl)C(=O)OCC)OCC1=CC=CC=C1)=O ethyl 5-(2-amino-1-methyl-2-oxo-ethyl)-4-benzyloxy-2-chloro-6-methyl-pyridine-3-carboxylate